C(C=C)C1C(CC(N1C(=O)C1CC1)C(=O)[O-])O[Si](C)(C)C(C)(C)C 5-allyl-4-((tert-butyldimethylsilyl)oxy)-1-(cyclopropanecarbonyl)pyrrolidine-2-carboxylate